3-bromo-2-(3-hydroxybut-1-enyl)phenol BrC=1C(=C(C=CC1)O)C=CC(C)O